C(C)(C)C(C(=O)O)(C)C(C)C 2,2-diisopropylpropanoic acid